NC1=CC=CC(=N1)S(=O)(=O)NC(=O)C=1C(=NC(=CC1)C=1C=NC(=CC1)OC(C)C)N1C(C(CC1)(C)C)C N-[(6-Amino-2-pyridyl)sulfonyl]-6-(6-isopropoxy-3-pyridyl)-2-(2,3,3-trimethylpyrrolidin-1-yl)pyridin-3-carboxamid